1-(3-(4-Isobutyrylpiperazine-1-carbonyl)quinolin-4-yl)-4-methylpiperidine-4-carbonitrile C(C(C)C)(=O)N1CCN(CC1)C(=O)C=1C=NC2=CC=CC=C2C1N1CCC(CC1)(C#N)C